4-(1-(4-(5-(difluoromethyl)-1,3,4-oxadiazol-2-yl)-2-fluorobenzyl)-1H-1,2,3-triazol-4-yl)isoindoline-2-carboxylic acid tert-butyl ester C(C)(C)(C)OC(=O)N1CC2=CC=CC(=C2C1)C=1N=NN(C1)CC1=C(C=C(C=C1)C=1OC(=NN1)C(F)F)F